C[C@@H](C(=O)O)CCCCCC (R)-2-methyloctanoic acid